2-(2-amino-1,3-thiazol-4-yl)-N-(1-cyclohexylpiperidin-4-yl)acetamide NC=1SC=C(N1)CC(=O)NC1CCN(CC1)C1CCCCC1